(R)-2-((4-methoxyphenyl)amino)-2-phenyl-3-(propylthio)propionic acid methyl ester COC([C@@](CSCCC)(C1=CC=CC=C1)NC1=CC=C(C=C1)OC)=O